1-[(5-chloro-2,4-pyrimidinediyl)bis[imino(3-methoxy-4,1-phenylene)-4,1-piperazinediyl]]diacetone ClC=1C(=NC(=NC1)NC1=C(C=C(C=C1)N1CCN(CC1)CC(C)=O)OC)NC1=C(C=C(C=C1)N1CCN(CC1)CC(C)=O)OC